2-ACETAMIDO-6-HYDROXY-BENZOTHIOPHENE C(C)(=O)NC=1SC2=C(C1)C=CC(=C2)O